5-Bromo-4-nitro-1H-benzo[d][1,2,3]triazole BrC1=C(C2=C(NN=N2)C=C1)[N+](=O)[O-]